7-(8-cyclopropylnaphthalen-1-yl)-8-fluoro-2-(((2R,7aS)-2-fluorotetrahydro-1H-pyrrolizin-7a(5H)-yl)methoxy)-N-methyl-N-((R)-pyrrolidin-3-yl)pyrido[4,3-d]pyrimidin-4-amine C1(CC1)C=1C=CC=C2C=CC=C(C12)C1=C(C=2N=C(N=C(C2C=N1)N([C@H]1CNCC1)C)OC[C@]12CCCN2C[C@@H](C1)F)F